C1(=CC=C(C=C1)C1=NC2=C(C(O1)=O)C=CC=C2)C2=NC1=C(C(O2)=O)C=CC=C1 2,2'-(1,4-phenylene)bis[4H-3,1-benzooxazin-4-one]